C[Si](N[Si](C1=CC=CC=C1)(C1=CC=CC=C1)C)(C1=CC=CC=C1)C1=CC=CC=C1 1,3-dimethyl-1,1,3,3-tetra-phenyldisilazane